8-(1,3-dimethyl-1H-pyrazol-5-yl)-5-(((5-fluoro-2,3-dihydrobenzofuran-4-yl)methyl)amino)imidazo[1,2-c]pyrimidine-2-carbaldehyde CN1N=C(C=C1C=1C=2N(C(=NC1)NCC1=C(C=CC3=C1CCO3)F)C=C(N2)C=O)C